5-[2-(4-hydroxy-3-methoxyphenyl)ethyl]-2,3-dimethoxy-phenol OC1=C(C=C(C=C1)CCC=1C=C(C(=C(C1)O)OC)OC)OC